tert-Butyl 4-hydroxy-4-((methylamino)methyl)piperidine-1-carboxylate OC1(CCN(CC1)C(=O)OC(C)(C)C)CNC